(6-methoxy-3-pyridyl)-[2-(2-pyridyl)-7,8-dihydro-5H-pyrido[4,3-d]pyrimidin-6-yl]methanone tert-butyl-(6-(1-(5-methyl-1-trityl-1H-imidazol-4-yl)vinyl)pyridin-3-yl)carbamate C(C)(C)(C)N(C(O)=O)C=1C=NC(=CC1)C(=C)C=1N=CN(C1C)C(C1=CC=CC=C1)(C1=CC=CC=C1)C1=CC=CC=C1.COC1=CC=C(C=N1)C(=O)N1CC2=C(N=C(N=C2)C2=NC=CC=C2)CC1